FC(CC[C@@H](C(C(=O)NC(C)C)=O)NC(=O)[C@H]1N(CC2(C1)CCCCC2)C([C@H](C(C)(C)C)NC(OC)=O)=O)(C)F Methyl ((S)-1-((S)-3-(((S)-6,6-difluoro-1-(isopropylamino)-1,2-dioxoheptan-3-yl)carbamoyl)-2-azaspiro[4.5]decan-2-yl)-3,3-dimethyl-1-oxobutan-2-yl)carbamate